tert-butyl 3-[{3-carbamoyl-1-[(4-methoxyphenyl)methyl]-4-nitro-1H-pyrazol-5-yl}(prop-2-en-1-yl)amino]azetidine-1-carboxylate C(N)(=O)C1=NN(C(=C1[N+](=O)[O-])N(C1CN(C1)C(=O)OC(C)(C)C)CC=C)CC1=CC=C(C=C1)OC